CN1C(=NN=C1)C1CCN(CC1)S(=O)(=O)C=1C=C(NC2=CC=CC=C2)C=CC1 3-((4-(4-methyl-4H-1,2,4-triazol-3-yl)piperidin-1-yl)sulfonyl)-N-phenylaniline